O.O=C(O)CN(C)C(N)=N creatin monohydrate